N1(CCNCC1)C1=NC=C(C=N1)CN1C(C2=CC=CC=C2C1=O)=O 2-((2-(piperazin-1-yl)pyrimidin-5-yl)methyl)isoindoline-1,3-dione